COC=1C=C(C=O)C=C(C1OCOCC[Si](C)(C)C)OCOCC[Si](C)(C)C 3-methoxy-4,5-bis((2-(trimethylsilyl)ethoxy)methoxy)benzaldehyde